(S)-3-methyl-2-(6-(4-(2-(methylsulfonyl)pyrimidin-5-yl)-1H-1,2,3-triazol-1-yl)hexanamido)butanamide trifluoroacetate FC(C(=O)O)(F)F.CC([C@@H](C(=O)N)NC(CCCCCN1N=NC(=C1)C=1C=NC(=NC1)S(=O)(=O)C)=O)C